N1C=NC2=C1C=CC(=C2)\C=C\2/N=C(NC2=O)N[C@H]2COCC[C@@H]2O (4Z)-4-(1H-benzimidazol-5-ylmethylene)-2-[[(3S,4S)-4-hydroxytetrahydropyran-3-yl]amino]-1H-imidazol-5-one